6-methyl-2-(4-methylpiperazin-1-yl)-N-(thiophen-2-ylmethyl)pyrido[3,4-d]pyrimidin-4-amine CC1=CC2=C(N=C(N=C2NCC=2SC=CC2)N2CCN(CC2)C)C=N1